(R)-2-(3-fluoro-5-(trifluoromethyl)phenyl)-N-(5-((1-(thiazolo[4,5-b]pyridin-2-yl)pyrrolidin-3-yl)amino)-1,3,4-thiadiazol-2-yl)acetamide FC=1C=C(C=C(C1)C(F)(F)F)CC(=O)NC=1SC(=NN1)N[C@H]1CN(CC1)C=1SC=2C(=NC=CC2)N1